COC1=NC=CC=C1S(=O)(=O)Cl methoxypyridine-3-sulfonyl chloride